CN(CCC1=CN(C2=CC=C(C=C12)OC)C(C)=O)C 1-[3-[2-(dimethylamino)ethyl]-5-methoxy-indol-1-yl]ethanone